N-cis-feruloyl-3-methoxytyramine COC1=C(C=CC(=C1)CCNC(=O)/C=C\C2=CC(=C(C=C2)O)OC)O